diphenyl-ethoxymethylsilane C1(=CC=CC=C1)[SiH](COCC)C1=CC=CC=C1